NC1=C2C(=NC=N1)N(N=C2C2=CC=C(C=C2)OC2=CC=CC=C2)CCC(=O)N2CCN(CC2)CC(=O)NC2=C1C(N(C(C1=CC=C2)=O)C2ONOCC2)=O 2-(4-(3-(4-amino-3-(4-phenoxyphenyl)-1H-pyrazolo[3,4-d]pyrimidin-1-yl)propionyl)piperazine-1-yl)-N-(2-(2,6-dioxapiperidin-3-yl)-1,3-dioxoisoindol-4-yl)acetamide